(S)-N-(1-(1H-indol-3-yl)hexane-2-yl)-6-(4-methylpiperazin-1-yl)benzo[b]thiophene-2-carboxamide N1C=C(C2=CC=CC=C12)C[C@H](CCCC)NC(=O)C1=CC2=C(S1)C=C(C=C2)N2CCN(CC2)C